3-methyl-5-nitro-2,6-dioxo-3,6-dihydropyrimidin CN1C(NC(C(=C1)[N+](=O)[O-])=O)=O